FC(C=1C=C2CN(CC2=CC1F)C(=O)OC(C)(C)C)F Tert-butyl 5-(difluoromethyl)-6-fluoroisoindoline-2-carboxylate